HydroxyPinacol Isopropyl-((R)-(((1S,4R)-4-(2,6-diamino-9H-purin-9-yl)cyclopent-2-en-1-yl)methoxy)(phenoxy)phosphoryl)-L-alaninate C(C)(C)N([C@@H](C)C(=O)O)[P@](=O)(OC1=CC=CC=C1)OC[C@@H]1C=C[C@@H](C1)N1C2=NC(=NC(=C2N=C1)N)N.OCC(O)(C)C(C)(C)O